C(C)(C)(C)OC(=O)C1C2C=CC(C1C(=O)OC(C)(C)C)C2 2,3-bis(t-butyloxycarbonyl)-5-norbornene